BrC=1C=C(C=C(C1)Cl)C1(CC(C1)C)C(=O)NNC(=S)NC 1-[[1-(3-bromo-5-chloro-phenyl)-3-methyl-cyclobutanecarbonyl]amino]-3-methyl-thiourea